(S)-N-methyl-N-(5-(5,6,7,8-tetrahydro-1,8-naphthyridin-2-yl)pentyl)pyrrolidin-3-amine CN([C@@H]1CNCC1)CCCCCC1=NC=2NCCCC2C=C1